(R) or (S)-4-(2-hydroxypropan-2-yl)-N'-((2,4,5,6-tetrahydro-1H-cyclobuta[f]inden-3-yl)carbamoyl)thiazole-2-sulfonimidamide OC(C)(C)C=1N=C(SC1)[S@@](=O)(N)=NC(NC1=C2C(=CC=3CCCC13)CC2)=O |o1:9|